[Fe](Cl)(Cl)(Cl)Cl.C(CCC)N1CN(C=C1)C L-1-butyl-3-methylimidazole iron tetrachloride